4-hydroxypyridine-3-sulfonic acid sulfate S(=O)(=O)(O)O.OC1=C(C=NC=C1)S(=O)(=O)O